C(C)O[C@@H]1C[C@@]2(CC[C@H](C1)N2CC2=C1C=CNC1=C(C=C2OC)C)C2=CC=C(C(=O)O[C@H]1[C@@H]([C@H]([C@@H]([C@H](O1)C(=O)O)O)O)O)C=C2 (2S,3S,4S,5R,6S)-6-((4-((1S,3S,5R)-3-ethoxy-8-((5-methoxy-7-methyl-1H-indol-4-yl)methyl)-8-azabicyclo[3.2.1]oct-1-yl)benzoyl)oxy)-3,4,5-trihydroxytetrahydro-2H-pyran-2-carboxylic acid